COC1=CC=C(C(=N1)C(F)(F)F)N1C=NC(=C1)C1=NC(=NC=C1C(F)(F)F)NC1CCN(CC1)S(=O)(=O)C 4-(1-(6-methoxy-2-(trifluoromethyl)pyridin-3-yl)-1H-imidazol-4-yl)-N-(1-(methylsulfonyl)piperidin-4-yl)-5-(trifluoromethyl)pyrimidin-2-amine